2-[6-(3-fluoro-4-methoxyphenyl)-5-methyl-pyridin-2-yl]quinazoline FC=1C=C(C=CC1OC)C1=C(C=CC(=N1)C1=NC2=CC=CC=C2C=N1)C